ONC(CC1(CCCCC1)CC1=C(C(=O)N)C=CC=C1)=O ((1-(2-(hydroxyamino)-2-oxoethyl)cyclohexyl)methyl)benzamide